2-(1H-indol-3-yl)-N,N-bis(methyl-d3)ethan-1-amine N1C=C(C2=CC=CC=C12)CCN(C([2H])([2H])[2H])C([2H])([2H])[2H]